C(C)OC(=O)C=1C(=C(NC1)C1=CC(=CC=C1)C(F)(F)F)C1=C(C=CC=C1)[N+](=O)[O-] (2-nitrophenyl)-2-(3-(trifluoromethyl)phenyl)Azole-4-carboxylic acid ethyl ester